N-(2,6-dimethyl-2H-indazol-5-yl)-4-(piperazin-1-yl)-2,3-dihydro-1H-pyrrolo[2,3-b]pyridine-1-carboxamide 2,2,2-trifluoroacetate FC(C(=O)O)(F)F.CN1N=C2C=C(C(=CC2=C1)NC(=O)N1CCC=2C1=NC=CC2N2CCNCC2)C